2-(3-Chlorophenyl)-1-(4-chlorophenyl)-2-methylpropyl ((S)-1-(((S)-4-amino-3,4-dioxo-1-((S)-2-oxopyrrolidin-3-yl) butan-2-yl) amino)-3-cyclohexyl-1-oxopropan-2-yl)carbamate NC(C([C@H](C[C@H]1C(NCC1)=O)NC([C@H](CC1CCCCC1)NC(OC(C(C)(C)C1=CC(=CC=C1)Cl)C1=CC=C(C=C1)Cl)=O)=O)=O)=O